3-(2-chloro-4-(fluoromethyl)thiophen-3-yl)-7-((2-methoxy-4-(1-methylpiperidin-4-yl)phenyl)amino)-1-(5-methoxypyridin-2-yl)-3,4-dihydropyrimido[4,5-d]pyrimidin-2(1H)-one ClC=1SC=C(C1N1C(N(C2=NC(=NC=C2C1)NC1=C(C=C(C=C1)C1CCN(CC1)C)OC)C1=NC=C(C=C1)OC)=O)CF